tert-butyl chloromethylphosphonate ClCP(OC(C)(C)C)([O-])=O